2,5-bis(5-tert-butyl-2-benzoxolyl)thiophene C(C)(C)(C)C=1C=CC2=C(C=C(O2)C=2SC(=CC2)C=2OC3=C(C2)C=C(C=C3)C(C)(C)C)C1